FC1=C(C=CC(=C1)S(=O)(=O)C)NC(=O)N[C@@H](C)C=1N(N=CN1)C1=NC=CC=N1 1-(2-fluoro-4-methylsulfonyl-phenyl)-3-[(1S)-1-(2-pyrimidin-2-yl-1,2,4-triazol-3-yl)ethyl]urea